(2S)-1-{[2-[2-cyano-3-(2,3-dihydro-1,4-benzodioxin-6-yl)phenyl]-6-(cyanomethoxy)-1,3-benzoxazol-5-yl]methyl}piperidine-2-carboxylic acid C(#N)C1=C(C=CC=C1C1=CC2=C(OCCO2)C=C1)C=1OC2=C(N1)C=C(C(=C2)OCC#N)CN2[C@@H](CCCC2)C(=O)O